C1=CC=CC=2C3=CC=CC=C3C(C12)COC(=O)N[C@H](C(=O)O)CC=1C=CC=C2C=CN=CC12 (S)-2-((((9H-fluoren-9-yl)methoxy)carbonyl)amino)-3-(isoquinolin-8-yl)propanoic acid